FC1=CC=C(C=C1)N1C(=NC=2C=NC=3C=CC(=CC3C21)C=2C=C1C=CNC1=CC2)C 1-(4-fluorophenyl)-8-(1H-indol-5-yl)-2-methyl-1H-imidazo[4,5-c]quinoline